(3S,4S)-3-fluoro-4-((6-(7-(1-(trifluoromethyl)cyclopropyl)imidazo[1,2-b]pyridazin-3-yl)pyridin-2-yl)amino)pyrrolidine-1-carboxylic acid tert-butyl ester C(C)(C)(C)OC(=O)N1C[C@@H]([C@H](C1)NC1=NC(=CC=C1)C1=CN=C2N1N=CC(=C2)C2(CC2)C(F)(F)F)F